CCOCC bis(2-ethyl)ether